C(C=C)(=O)OCCC(=O)O β-carboxyethyl acrylate